FC=1C=C(C(=O)NC2=C(C=CC(=C2)CN2CCOCC2)C)C=CC1NC1=NC=C(C(=N1)C=1C=NN(C1)C)SC 3-fluoro-N-(2-methyl-5-morpholin-4-ylmethyl-phenyl)-4-[4-(1-methyl-1H-pyrazol-4-yl)-5-methylsulfanyl-pyrimidin-2-ylamino]-benzamide